C(C)(C)(C)OC(NC(C(=O)N1C=NC=C1)C)=O 1-(1H-imidazol-1-yl)-1-oxopropan-2-ylcarbamic acid (S)-tert-butyl ester